N1=CN=C(C=C1)CC(=O)N pyrimidin-4-yl-acetamide